P(=O)(OC(C)(C)C)(OC(C)(C)C)OCOC1=CC=C(C=C1)C1=COC2=CC(=CC(=C2C1=O)O)OCOC Di-tert-butyl ((4-(5-hydroxy-7-(methoxymethoxy)-4-oxo-4H-chromen-3-yl)phenoxy)methyl) phosphate